O-(1H-Benzotriazol-1-yl)-N,N,N',N'-tetramethyluronium hexafluorophosphat F[P-](F)(F)(F)(F)F.N1(N=NC2=C1C=CC=C2)OC(=[N+](C)C)N(C)C